N1(CCC1)C1=CC=2N(C(C(=C(N2)C(F)(F)F)I)=O)C=C1 8-(azetidin-1-yl)-3-iodo-2-(trifluoromethyl)pyrido[1,2-a]pyrimidin-4-one